NC1=C2C(=NC=N1)N(N=C2C2=CC=C(C=C2)OC2=CC=CC=C2)[C@H]2CN(CCC2)C(/C=C/COCCOCCOCCOCCOC(NC(=O)OC(C)(C)C)=O)=O [2-[2-[2-[2-[(E)-4-[(3R)-3-[4-amino-3-(4-phenoxyphenyl)pyrazolo[3,4-d]pyrimidin-1-yl]-1-piperidyl]-4-oxo-but-2-enoxy]ethoxy]ethoxy]ethoxy]ethyl]-N-tert-butoxycarbonyl-carbamate